2-{3-[(2R,6S)-2,6-dimethylmorpholine-4-carbonyl]-5,6-dihydrocyclopenta[c]pyrazol-1(4H)-yl}-1-{4-[2-(trifluoromethyl)phenyl]piperidin-1-yl}ethan-1-one C[C@@H]1CN(C[C@@H](O1)C)C(=O)C=1C2=C(N(N1)CC(=O)N1CCC(CC1)C1=C(C=CC=C1)C(F)(F)F)CCC2